(R)-1-(1-(1-((1-(4-(1-(3-Amino-6-(2-hydroxyphenyl)pyridazin-4-yl)piperidin-3-yl)benzoyl)-4-fluoropiperidin-4-yl)methyl)piperidin-4-yl)-4,6-difluoro-1H-indol-5-yl)dihydropyrimidine NC=1N=NC(=CC1N1C[C@H](CCC1)C1=CC=C(C(=O)N2CCC(CC2)(F)CN2CCC(CC2)N2C=CC3=C(C(=C(C=C23)F)N2CNCC=C2)F)C=C1)C1=C(C=CC=C1)O